3-(5-(4-(2-((3r,5r,7r)-adamantan-1-yl)ethyl)-3,5-dimethylpiperazin-1-yl)-2-methyl-4-oxoquinazolin-3(4H)-yl)piperidine-2,6-dione C12(CC3CC(CC(C1)C3)C2)CCN2C(CN(CC2C)C2=C3C(N(C(=NC3=CC=C2)C)C2C(NC(CC2)=O)=O)=O)C